N-(5-phenylisoxazol-3-yl)-2-(trifluoromethyl)benzenesulfonamide C1(=CC=CC=C1)C1=CC(=NO1)NS(=O)(=O)C1=C(C=CC=C1)C(F)(F)F